O1C(=CC2=C1C=CC=C2)C=CC=2OC(=NN2)C(Cl)(Cl)Cl 2-[2-(2-benzofuranyl)vinyl]-5-trichloromethyl-1,3,4-oxadiazole